6-bromo-N-((1S,4s)-4-((R)-3-methoxypyrrolidin-1-yl)cyclohexyl)quinazolin-2-amine BrC=1C=C2C=NC(=NC2=CC1)NC1CCC(CC1)N1C[C@@H](CC1)OC